C(C1=CC=CC=C1)OC=1C=C(C=CC1F)N1N=CC2=CC(=CC=C12)C1=C(C=C(C(=O)O)C=C1)Cl 4-(1-(3-(benzyloxy)-4-fluorophenyl)-1H-indazol-5-yl)-3-chlorobenzoic acid